propylene glycol coumarate C(\C=C\C1=CC=C(C=C1)O)(=O)O.C(C(C)O)O